N-tert-Butoxycarbonyl-N-[[4-(3-hydroxy-prop-1-ynyl)-3-methyl-7-[4-(trifluoromethoxy)phenyl]benzimidazol-5-yl]methyl]carbamic acid tert-butyl ester C(C)(C)(C)OC(N(CC1=C(C2=C(N=CN2C)C(=C1)C1=CC=C(C=C1)OC(F)(F)F)C#CCO)C(=O)OC(C)(C)C)=O